C(C1=CC=CC=C1)(=O)O[C@H]1[C@H](O[C@@H]([C@@H]([C@@H]1OC(C1=CC=CC=C1)=O)OC(C1=CC=CC=C1)=O)[C@@H](CC=C)N[S@](=O)C(C)(C)C)SCC(C=C)O[Si](C)(C)C(C)(C)C (2R,3R,4S,5S,6R)-2-((2-((tert-butyldimethylsilyl)oxy)but-3-en-1-yl)thio)-6-((R)-1-(((R)-tert-butylsulfinyl)amino)but-3-en-1-yl)tetrahydro-2H-pyran-3,4,5-triyl tribenzoate